5-fluoro-6-({[(1-hydroxycyclobutyl)methyl]amino}methyl)-2,3-dihydro-isoindol-1-one FC=1C=C2CNC(C2=CC1CNCC1(CCC1)O)=O